5-Methyl-1-(1-((4'-(morpholinomethyl)-[1,1'-biphenyl]-4-yl)methyl)-1H-indol-5-yl)-1H-pyrazol-3-carboxamid CC1=CC(=NN1C=1C=C2C=CN(C2=CC1)CC1=CC=C(C=C1)C1=CC=C(C=C1)CN1CCOCC1)C(=O)N